methyl 4-[(3R,5R)-5-[(5-bromo-1-methyl-6-oxo-pyridazin-4-yl)amino]-1-methyl-3-piperidyl]benzoate BrC1=C(C=NN(C1=O)C)N[C@@H]1C[C@@H](CN(C1)C)C1=CC=C(C(=O)OC)C=C1